C(C1=CC=CC=C1)OC1CC2(C1)N(CC(C2)OCOC)S(=O)(=O)C(C)(C)C 2-(benzyloxy)-5-(tert-butylsulfonyl)-7-(methoxymethoxy)-5-azaspiro[3.4]octane